C1(CCCCCC1)N=CC1=NC(=NC=C1)NC(OCC1=CC=CC=C1)=O Benzyl (4-((cycloheptylimino)-methyl)pyrimidin-2-yl)carbamate